FC1=C(C=CC(=C1)I)NC1=C(C2=C(S1)C(CCC2)=O)C(=O)NO ((2-fluoro-4-iodophenyl)amino)-N-hydroxy-7-oxo-4,5,6,7-tetrahydrobenzo[b]thiophene-3-carboxamide